BrC1=CC=C2C(=CN=CC2=C1)SC(N(C)C)=O 7-Bromo-4-(dimethylcarbamoylsulfanyl)isochinolin